6-(2-amino-6-fluoro-5-(4-((1R,5S)-3-isopropyl-3-azabicyclo[3.1.0]hexan-1-yl)phenyl)pyridin-3-yl)-7-fluoro-3,4-dihydroisoquinolin-1(2H)-one NC1=NC(=C(C=C1C=1C=C2CCNC(C2=CC1F)=O)C1=CC=C(C=C1)[C@@]12CN(C[C@H]2C1)C(C)C)F